F[C@@H]1C[C@@]2(CCCN2C1)COC1=NC2=C(C(=CC=C2C(=N1)N1CC2CCC(C1)N2CCO)C2=CC(=CC1=CC=C(C(=C21)C#C)F)O)F 4-(2-{[(2R,7aS)-2-fluoro-hexahydro-1H-pyrrolizin-7a-yl]methoxy}-8-fluoro-4-[8-(2-hydroxyethyl)-3,8-diazabicyclo[3.2.1]octan-3-yl]quinazolin-7-yl)-5-ethynyl-6-fluoronaphthalen-2-ol